CN(CCNC(NCCC)=O)C 3-[2-(dimethylamino)ethyl]-1-propylurea